Naphthaloate C1(=CC=CC2=CC=CC=C12)C(=O)[O-]